C(C)S(=O)(=O)C1=C(N=C2N1C=C(C=C2)OCC2(CC2)C#N)N2CC1=NC=C(C=C1C2=O)C(F)(F)F 1-[[3-ethylsulfonyl-2-[5-oxo-3-(trifluoromethyl)-7H-pyrrolo[3,4-b]pyridin-6-yl]imidazo[1,2-a]pyridin-6-yl]oxymethyl]cyclopropane-carbonitrile